1,2-dibromo-3-triethylsilyloxyprop-1-ene BrC=C(CO[Si](CC)(CC)CC)Br